C(C)S(=O)(=N)C1=CC=C(NC=2C(=NC(=C(N2)NC)C=2C3=C(C=NC2)N(C=N3)C)C(=O)N)C=C1 3-[4-(ethylsulfonimidoyl)anilino]-5-(methylamino)-6-(3-methylimidazo[4,5-c]pyridin-7-yl)pyrazine-2-carboxamide